C1=C(C=CC2=CC=CC=C12)COC1=CC=C(C=C1)CO (4-(Naphthalen-2-ylmethoxy)phenyl)methanol